ClC1=NC(=NC2=CC(=C(C=C12)OC)OC)C1=NN(C=C1)C 4-chloro-6,7-dimethoxy-2-(1-methylpyrazol-3-yl)quinazoline